5-fluoro-1H-quinolin FC1=C2C=CCNC2=CC=C1